S1C=2N(C[C@@H](C1)O)C1=C(N2)C=CC=C1 (S)-3,4-dihydro-2H-benzo[4,5]imidazo[2,1-b][1,3]thiazin-3-ol